BrC1=C2C=CC=C(C2=C(C=C1)NC1(CC(C1)C(=O)OC)C#N)C(=O)OC methyl 5-bromo-8-((1-cyano-3-(methoxy carbonyl)cyclobutyl)amino)-1-naphthoate